C(C=C)NC(=N)N1CC(C=2C3=C(C=CC12)C(=CC=C3)Cl)C N-Allyl-6-chloro-1-methyl-1,2-dihydro-3H-benzo[e]indole-3-carboximidamide